6-(3-chloro-6-(difluoromethoxy)-2-fluorophenyl)-3-methyl-N-(1-((4-methyl-2-((1r,5s)-2-oxo-3-azabicyclo[3.1.0]hex-3-yl)pyrimidin-5-yl)methyl)-1H-pyrazol-4-yl)pyrazine-2-carboxamide ClC=1C(=C(C(=CC1)OC(F)F)C1=CN=C(C(=N1)C(=O)NC=1C=NN(C1)CC=1C(=NC(=NC1)N1C([C@@H]2C[C@@H]2C1)=O)C)C)F